ClC1=C(C=C(C(=C1)F)C1=CC(=C(C=C1F)Cl)S)S 4,4'-dichloro-6,6'-difluoro-[1,1'-biphenyl]-3,3'-dithiol